C(C1=CC=CC=C1)N1CCN(CC1)CCNC(O[C@H]1[C@H](NC[C@@H]1O)CC1=CC=C(C=C1)OC)=O (2R,3S,4S)-4-hydroxy-2-[(4-methoxyphenyl)methyl]pyrrolidin-3-yl N-[2-(4-benzylpiperazin-1-yl)ethyl]carbamate